CC1CC=2C(C3=CC=CC=C3C(C2CC1)=O)=O 2-methyl-1,2,3,4-tetrahydro-9,10-anthraquinone